2-(4-(2-(5-Phenyl-1H-imidazol-2-yl)pyridin-4-yl)-1H-pyrazol-1-yl)acetonitrile trifluoroacetate salt FC(C(=O)O)(F)F.C1(=CC=CC=C1)C1=CN=C(N1)C1=NC=CC(=C1)C=1C=NN(C1)CC#N